1,3-Dimethoxybenzylamine COC1(CN)CC(=CC=C1)OC